2-(2-Cyclohexyl-5,8-dioxa-6-(spiro[3.3]hept-2-yl)-5,6,7,8-tetrahydro-4H-pyrazolo[1,5-a]pyrrolo[3,4-d]pyrimidin-4-yl)-N-(5-fluoropyridin-2-yl)acetamide C1(CCCCC1)C1=NN2C(N(C3=C(O2)CN(O3)C3CC2(C3)CCC2)CC(=O)NC2=NC=C(C=C2)F)=C1